N-(4-(5-fluoropyridin-3-yl)phenyl)-2-(2-(cyclopropanesulfonylamino)thiazol-4-yl)butanamide FC=1C=C(C=NC1)C1=CC=C(C=C1)NC(C(CC)C=1N=C(SC1)NS(=O)(=O)C1CC1)=O